C(C1=CC(C(=O)O)=CC=C1)(=O)O.CO.CO dimethanol isophthalate